5-(((2-methyl-5-(5-(1-(naphthalen-1-yl)ethyl)-1,2,4-oxadiazol-3-yl)phenyl)amino)methyl)thiophene-2-carboxylic acid CC1=C(C=C(C=C1)C1=NOC(=N1)C(C)C1=CC=CC2=CC=CC=C12)NCC1=CC=C(S1)C(=O)O